2,5-dibromo-1,4-phenylenediamine BrC1=C(C=C(C(=C1)N)Br)N